(1,2-phenylene)bismaleimide C1(=C(C=CC=C1)C=1C(=O)NC(C1)=O)C=1C(=O)NC(C1)=O